4-phenylazobenzyl chloride C1(=CC=CC=C1)N=NC1=CC=C(CCl)C=C1